N(=NC(C#N)(CCCC)C)C(C#N)(CCCC)C 2,2'-azobis(2-methylhexanenitrile)